1-methyl-(1,5,6,7-tetrahydro-s-indacenyl)lithium CC1(C=CC2=CC=3CCCC3C=C12)[Li]